BrC=1C(=C(COC=2C=C3CCC(C3=CC2)N(CC(=O)OCC)C)C=CC1)C ethyl N-(5-((3-bromo-2-methylbenzyl) oxy)-2,3-dihydro-1H-inden-1-yl)-N-methylglycinate